C(C)/[N+](=C/C1=CC(=CC=C1)C1=NN(C(C2=CC=CC=C12)=O)C1=CC=C(C=C1)F)/[O-] (Z)-N-Ethyl-1-(3-(3-(4-fluorophenyl)-4-oxo-3,4-dihydrophthalazin-1-yl)phenyl)methanimine oxide